Tetrahydroxypteridine OC1=C(N=C2C(=NC(=NC2=N1)O)O)O